2-hydroxy-6-trifluoromethyl-pyridine sodium salt [Na].OC1=NC(=CC=C1)C(F)(F)F